C(C)(C)(C)OC(=O)N1CCC2(C[C@H](C[C@H]2N[S@](=O)C(C)(C)C)O[Si](C)(C)C(C)(C)C)CC1 (1R,3R)-3-[(tert-butyldimethylsilyl)oxy]-1-{[(R)-2-methylpropan-2-sulfinyl]amino}-8-azaspiro[4.5]decane-8-carboxylic acid tert-butyl ester